The molecule is zwitterionic form of N-methyl-L-alanine arising from transfer of a proton from the carboxy to the amino group; major species at pH 7.3. It is a tautomer of a N-methyl-L-alanine. C[C@@H](C(=O)[O-])[NH2+]C